(S)-N-(6-(cyclopropylmethoxy)pyridazin-3-yl)-2-((R)-4,4-difluoro-3-(6-oxo-1,6-dihydropyridazin-3-yl)piperidin-1-yl)propanamide C1(CC1)COC1=CC=C(N=N1)NC([C@H](C)N1C[C@@H](C(CC1)(F)F)C1=NNC(C=C1)=O)=O